N,N'-di-[4-(methanesulfonyloxy)-3-methyl-phenyl]urea CS(=O)(=O)OC1=C(C=C(C=C1)NC(=O)NC1=CC(=C(C=C1)OS(=O)(=O)C)C)C